C(C)(=O)OCCCCOC(C)=O butylene diacetate